C1(CCCCC1)C1=NC=CC2=C(C=CC=C12)C1=CC=CC=C1 1-Cyclohexyl-5-phenylisoquinoline